C(C)C([O-])(CC)CC.[K+] potassium 1,1-diethylpropoxide